N-[(S)-1-(3,4-difluorophenyl)ethyl]-4-[(S)-5-methyl-1,4-diazepan-1-yl]-8-cyclopropyl-1-methyl-6-methyl-2-oxo-1,2-dihydro-1,7-diaza-3-naphthamide FC=1C=C(C=CC1F)[C@H](C)NC(=O)C=1C(N(C2=C(N=C(C=C2C1N1CCN[C@H](CC1)C)C)C1CC1)C)=O